ClC1=NC=NC(=C1CC=O)Cl 2-(4,6-dichloropyrimid-5-yl)acetaldehyde